Cl.NC1=CC=C(C=C1)N(C(OCC)=O)C=N ethyl (4-aminophenyl)(imino)methylcarbamate hydrochloride salt